CN1C([C@]2(OC[C@@](O2)(C2=CC=CC=C2)C(C(=O)[O-])=C)C2=CC=CC=C12)=O 2-((3S,4'R)-1-methyl-2-oxo-4'-phenylspiro[indoline-3,2'-[1,3]dioxolan]-4'-yl)acrylate